C1(CC1)C=1C=CC=C2C(=CN=NC12)NC1=NC(=NC=C1)NC1=CC=C(C=C1)N1CCOCC1 N4-(8-cyclopropyl-cinnolin-4-yl)-N2-(4-morpholinylphenyl)pyrimidine-2,4-diamine